2-(2-((3R,4R)-3-Amino-4-fluoropiperidin-1-yl)-5-fluoro-1H-benzo[d]imidazol-1-yl)-N,N-dimethylacetamid N[C@@H]1CN(CC[C@H]1F)C1=NC2=C(N1CC(=O)N(C)C)C=CC(=C2)F